cis-1-chloro-2,3,3,4,4,5,5-heptafluoro-1-pentene ClC=C(C(C(C(F)F)(F)F)(F)F)F